dopamine-Tri-HCl Cl.Cl.Cl.NCCC1=CC(O)=C(O)C=C1